[Si](C)(C)(C(C)(C)C)OCCC(C=CC#N)CC 4-[2-[(tert-butyldimethylsilyl)oxy]ethyl]hex-2-enenitrile